5-(5-(chloromethyl)-2-methoxybenzyl)-6-methyl-N4-(1-(methylthio)-heptan-3-yl)pyrimidine-2,4-diamine ClCC=1C=CC(=C(CC=2C(=NC(=NC2C)N)NC(CCSC)CCCC)C1)OC